CN1CC2=CC=CC(=C2CC1)[N+](=O)[O-] 2-methyl-5-nitro-3,4-dihydro-1H-isoquinoline